C(C=C)N(CC[C@@H](C(=O)O)NC(=O)OC(C)(C)C)C1=C(C=CC=C1NC(C(F)(F)F)=O)F (S)-4-(allyl(2-fluoro-6-(2,2,2-trifluoroacetamido)phenyl)amino)-2-((tert-butoxycarbonyl)amino)butanoic acid